BrC=1C=C2C(C(NC2=CC1F)=O)=O 5-bromo-6-fluoroindoline-2,3-dione